(R)-2-(3-((4-((1-(3-amino-5-(Trifluoromethyl)phenyl)ethyl)amino)-2-methylquinazolin-6-yl)(methyl)amino)-2-hydroxyphenyl)-N,N-dimethylacetamide NC=1C=C(C=C(C1)C(F)(F)F)[C@@H](C)NC1=NC(=NC2=CC=C(C=C12)N(C=1C(=C(C=CC1)CC(=O)N(C)C)O)C)C